N-[2-amino-5-(4-fluorophenyl)phenyl]-4-[[6-(2-methoxyethoxymethyl)-3-pyridyl]sulfonimidoyl]benzamide NC1=C(C=C(C=C1)C1=CC=C(C=C1)F)NC(C1=CC=C(C=C1)S(=O)(=N)C=1C=NC(=CC1)COCCOC)=O